FC=1C=CC(=NC1)C1=NN(C=C1C=1C2=C(N=C(N1)C)NC=C2)C 4-[3-(5-Fluoro-2-pyridyl)-1-methyl-pyrazol-4-yl]-2-methyl-7H-pyrrolo[2,3-d]pyrimidine